O1CC(C1)CN1CCNCC1 (oxetan-3-ylmethyl)piperazin